C(C)(C)(C)N(C(O)=O)[C@@H](COC=1C(=C2C=C(N=CC2=CC1)C)Br)CC1=CC=CC=C1.CC=1C(=NC(=NC1)N)CC1=CC=CC=C1 methyl-benzyl-aminopyrimidine tert-butyl-(R)-(1-((5-bromo-3-methylisoquinolin-6-yl)oxy)-3-phenylpropan-2-yl)carbamate